3-(hydroxymethyl)-1-(3-(4,4,5,5-tetramethyl-1,3,2-dioxaborolan-2-yl)phenyl)piperidin-2-one OCC1C(N(CCC1)C1=CC(=CC=C1)B1OC(C(O1)(C)C)(C)C)=O